N-{[3-amino-4-(4,4,5,5-tetramethyl-1,3,2-dioxaborolan-2-yl)phenyl]methyl}-N-(2-methanesulfonylpyridin-3-yl)-6-(trifluoromethyl)pyridine-3-carboxamide NC=1C=C(C=CC1B1OC(C(O1)(C)C)(C)C)CN(C(=O)C=1C=NC(=CC1)C(F)(F)F)C=1C(=NC=CC1)S(=O)(=O)C